3-(5-(3-(6-cyclopropylimidazo[1,2-a]pyridine-3-carboxamido)-5-fluoro-4-methylphenyl)-1,2,4-oxadiazol-3-yl)azetidine-1-carboxylic acid methyl ester COC(=O)N1CC(C1)C1=NOC(=N1)C1=CC(=C(C(=C1)F)C)NC(=O)C1=CN=C2N1C=C(C=C2)C2CC2